OC1=NOC(=C1)C(=O)OC methyl 3-hydroxyisoxazole-5-carboxylate